C(C)(C)(C)N1N=CC2=C1NC(=NC2=O)CC2CC2 1-(tert-butyl)-6-(cyclopropylmethyl)-1H-pyrazolo[3,4-d]pyrimidin-4(7H)-one